C1(CC1)CNC=1C=C(C=CC1C(=O)OC)C1N(CCN(C1)CCC(F)(F)F)CC1=C2C=CN(C2=C(C=C1OC)C)C(=O)OCCCC Butyl 4-((2-(3-((cyclopropylmethyl)amino)-4-(methoxycarbonyl)phenyl)-4-(3,3,3-trifluoropropyl)piperazin-1-yl)methyl)-5-methoxy-7-methyl-1H-indole-1-carboxylate